1-(6-methyl-4-(2-oxooxazolidin-3-yl)pyridin-2-yl)-1H-pyrazole-4-carbaldehyde CC1=CC(=CC(=N1)N1N=CC(=C1)C=O)N1C(OCC1)=O